2-{[(2S)-4-{6-[(4-chloro-2-fluorobenzyl)oxy]pyridin-2-yl}-2-(propan-2-yl)piperazin-1-yl]methyl}-1-(2-methoxyethyl)-1H-benzimidazole-6-carboxylic acid ClC1=CC(=C(COC2=CC=CC(=N2)N2C[C@@H](N(CC2)CC2=NC3=C(N2CCOC)C=C(C=C3)C(=O)O)C(C)C)C=C1)F